N-(5-(2,4-difluorophenoxy)pyridin-2-yl)-2-(tetrahydro-2H-pyran-4-yl)propenamide FC1=C(OC=2C=CC(=NC2)NC(C(=C)C2CCOCC2)=O)C=CC(=C1)F